Natrium Pyrophosphat [O-]P([O-])(=O)OP(=O)([O-])[O-].[Na+].[Na+].[Na+].[Na+]